2-(1-morpholinoethyl)-6,7-dihydropyrazolo[1,5-a]pyrazin-4(5H)-on O1CCN(CC1)C(C)C1=NN2C(C(NCC2)=O)=C1